C1(CCCC1)N1N=NC2=C1C=CC(=C2)C2=NOC(=N2)C2=C(C=CC=C2)SC 3-(1-cyclopentyl-1H-benzo[d][1,2,3]triazol-5-yl)-5-(2-(methylthio)phenyl)-1,2,4-oxadiazole